3-(tert-butoxy)-3-oxopropionic acid C(C)(C)(C)OC(CC(=O)O)=O